BrC1=CC=C(C=C1)N1S(C2=C(OCC1)C=CC(=C2)[N+](=O)[O-])(=O)=O 2-(4-bromophenyl)-8-nitro-3,4-dihydro-2H-benzo[b][1,4,5]oxathiazepine-1,1-dioxide